OC[C@@H]1N([C@H]2CN(C([C@@H]1C2)=O)C2=CC=C(C=C2)C(F)(F)F)C(=O)OC(C)(C)C tert-Butyl (1R,5R,7R)-7-(hydroxymethyl)-2-oxo-3-(4-(trifluoromethyl)phenyl)-3,6-diazabicyclo[3.2.1]octane-6-carboxylate